(S)-4-fluoro-2-methyl-1-(1-phenylethyl)benzene FC1=CC(=C(C=C1)[C@@H](C)C1=CC=CC=C1)C